1-methyl-1-butyne CC#CCC